1,3,5-tris(bromomethyl)mesitylene methyl-3-(but-3-en-1-yl)-1-tritylpyrrolidine-3-carboxylate COC(=O)C1(CN(CC1)C(C1=CC=CC=C1)(C1=CC=CC=C1)C1=CC=CC=C1)CCC=C.BrCC1(CC(CC(C1)(C)CBr)(C)CBr)C